tert-butyl (5-((3-(4-((6-bromopyridin-2-yl)oxy)butoxy)pyridin-4-yl)ethynyl)-8-(methylamino)-2,7-naphthyridin-3-yl)carbamate BrC1=CC=CC(=N1)OCCCCOC=1C=NC=CC1C#CC1=C2C=C(N=CC2=C(N=C1)NC)NC(OC(C)(C)C)=O